(9S,10R)-9,10-epoxy-octadeca-3,6-diyne CCC#CCC#CC[C@H]1[C@@H](CCCCCCCC)O1